3-(6-(1-(Acetoxyimino)-2-methylpropyl)-9-ethyl-9H-carbazol-3-yl)-1-(4-(dimethylamino)phenyl)prop-2-en-1-one C(C)(=O)ON=C(C(C)C)C=1C=C2C=3C=C(C=CC3N(C2=CC1)CC)C=CC(=O)C1=CC=C(C=C1)N(C)C